N1(CCCC1)OC1=CC=C(N)C=C1 4-(pyrrolidin-1-yloxy)aniline